ClC=1C=C(CN2CC(C(CC2)=O)C(=O)OCC)C=C(C1)F ethyl 1-(3-chloro-5-fluorobenzyl)-4-oxopiperidine-3-carboxylate